O1CC(C1)N1N=CC=2C1=NC(=NC2)N2CC1(CN(C1)C1=CC(=NC=C1)C(F)(F)F)CC2 1-(oxetan-3-yl)-6-(2-(2-(trifluoromethyl)pyridin-4-yl)-2,6-diazaspiro[3.4]octan-6-yl)-1H-pyrazolo[3,4-d]pyrimidine